(4R)-7-chloro-10-[3-(4-chloro-3,5-dimethyl-phenoxy)propyl]-4-methyl-2-(1-methyl-5-nitro-indol-3-yl)-6-(1,3,5-trimethylpyrazol-4-yl)-3,4-dihydropyrazino[1,2-a]indol-1-one ClC=1C=CC=2C(=C3N(C2C1C=1C(=NN(C1C)C)C)[C@@H](CN(C3=O)C3=CN(C1=CC=C(C=C31)[N+](=O)[O-])C)C)CCCOC3=CC(=C(C(=C3)C)Cl)C